[6-[3-(1-hydroxycyclopropyl)-1,2,4-triazol-1-yl]-2-azaspiro[3.3]heptan-2-yl]-[3-[6-[(3R)-3-(trifluoromethyl)pyrrolidin-1-yl]-3-pyridyl]azetidin-1-yl]methanone OC1(CC1)C1=NN(C=N1)C1CC2(CN(C2)C(=O)N2CC(C2)C=2C=NC(=CC2)N2C[C@@H](CC2)C(F)(F)F)C1